N-(3-Chloro-4-fluorophenyl)-1-methyl-4-(5-oxo-1,3a,4,5,6,6a-hexahydropentalen-2-yl)-1H-imidazole-5-carboxamide ClC=1C=C(C=CC1F)NC(=O)C1=C(N=CN1C)C=1CC2CC(CC2C1)=O